ClC1=C(C(=CC(=N1)C(=O)NCCN(C)C)NC1=CC2=C(N(C(N2C)=O)C)C=C1)C#N 6-chloro-5-cyano-N-[2-(dimethylamino)ethyl]-4-[(1,3-dimethyl-2-oxo-benzimidazol-5-yl)amino]pyridine-2-carboxamide